N-methyl-N-ethylmethacryl-amide CN(C(C(=C)C)=O)CC